C(C)(C)(C)OC(=O)N([C@@H](C)C(=O)O)S(N(C)C)(=O)=O (tert-butoxycarbonyl)(N,N-dimethylsulfamoyl)-L-alanine